OCC(CC(=O)[O-])C 4-hydroxy-3-methylbutanoate